6-(1-((5-chloro-1-methyl-1H-pyrazol-4-yl)sulfonyl)-4-fluoropiperidin-4-yl)-7-fluoro-[1,2,4]triazolo[1,5-a]pyridine ClC1=C(C=NN1C)S(=O)(=O)N1CCC(CC1)(F)C=1C(=CC=2N(C1)N=CN2)F